C(C)(C)C1=CC(=NN1)C(=O)N1C[C@H]2C([C@H]2C1)C1=NN=C(N1C1=CC=CC=C1)C (5-isopropyl-1H-pyrazol-3-yl)[(1R,5S,6r)-6-(5-methyl-4-phenyl-4H-1,2,4-triazole-3-Yl)-3-azabicyclo[3.1.0]Hex-3-yl]Ketone